C1(CCC1)OC1=CC(=NC=C1)CC(=O)O 2-(4-Cyclobutoxypyridin-2-yl)acetic acid